((1-ethyl-3,3-dimethylpiperidin-2-yl)methoxy)isobenzofuran-1(3H)-one C(C)N1C(C(CCC1)(C)C)COC1OC(C2=CC=CC=C12)=O